1-(6-{[(1S,3S)-3-[(7,7-difluoro-6,7-dihydro-5H-cyclopenta[1,2-d]pyrimidin-2-yl)amino]cyclopentyl]amino}pyridin-3-yl)-1,2-dihydropyridin-2-one FC1(CCC2=C1N=C(N=C2)N[C@@H]2C[C@H](CC2)NC2=CC=C(C=N2)N2C(C=CC=C2)=O)F